ClC1=C(C=CC=C1)CC(=O)NC1=CC(=C2C=NN(C2=C1)C(C1=CC=C(C=C1)F)=O)S(N)(=O)=O 2-(2-chlorophenyl)-N-(1-(4-fluorobenzoyl)-4-sulfamoyl-1H-indazol-6-yl)acetamide